5-(2-chlorophenoxy)-3-(((6-methylpyridin-2-yl)methyl)amino)-4H-benzo[e][1,2,4]thiadiazine 1,1-dioxide ClC1=C(OC2=CC=CC3=C2NC(=NS3(=O)=O)NCC3=NC(=CC=C3)C)C=CC=C1